N1N=CC=2C1=NC=NC2NC(C(=O)O)CCN(CCCCC2=NC=1NCCCC1C=C2)C2CC2 2-((1H-pyrazolo[3,4-d]pyrimidin-4-yl)amino)-4-(cyclopropyl(4-(5,6,7,8-tetrahydro-1,8-naphthyridin-2-yl)butyl)amino)butanoic acid